C(C=C)O[C@H]1CO[C@H]2[C@@H]1OC[C@@H]2OC2=C(C=C(C=C2)C=2SC(=C(N2)C)C(=O)O)N2N=NN=C2 2-(4-{[(3S,3aR,6S,6aR)-6-(allyloxy)hexahydrofuro[3,2-b]furan-3-yl]oxy}-3-(1H-tetrazol-1-yl)phenyl)-4-methylthiazole-5-carboxylic acid